7-(3,3-dimethylpiperazin-1-yl)-2-(4,6-dimethylpyrazolo[1,5-a]pyrazin-2-yl)-9-methyl-4H-pyrido[1,2-a]pyrimidin-4-one CC1(CN(CCN1)C=1C=C(C=2N(C(C=C(N2)C2=NN3C(C(=NC(=C3)C)C)=C2)=O)C1)C)C